OC(=O)CCCC[C@H]1SC[C@@H]2NC(=O)N[C@H]12 R-Biotin